2-((4-((5-(3,5-bis(trifluoromethyl)phenyl)-4H-1,2,4-triazol-3-yl)thioxo)-6-chloropyrimidin-2-yl)thioxo)-5-methylbenzo[d]oxazole FC(C=1C=C(C=C(C1)C(F)(F)F)C=1NC(=NN1)S=C1NC(=NC(=C1)Cl)S=C1OC2=C(N1)C=C(C=C2)C)(F)F